2-(3-(5-(benzofuran-2-yl)-2-chloropyrimidin-4-yl)phenyl)propan-2-ol O1C(=CC2=C1C=CC=C2)C=2C(=NC(=NC2)Cl)C=2C=C(C=CC2)C(C)(C)O